NC1=CC(=C(C#N)C(=C1)C)C 4-amino-2,6-dimethylbenzonitrile